1-eicosyl-2-(8Z,11Z,14Z,17Z-eicosatetraenoyl)-sn-glycero-3-phosphocholine CCCCCCCCCCCCCCCCCCCCOC[C@H](COP(=O)([O-])OCC[N+](C)(C)C)OC(=O)CCCCCC/C=C\C/C=C\C/C=C\C/C=C\CC